8-(4-Methoxyphenyl)-6-(1-methyl-2-(2-morpholinoethyl)-1H-benzo[d]imidazol-6-yl)-2-((2,2,2-Trifluoroethyl)amino)pterin COC1=CC=C(C=C1)N1C=C(N=C2C(NC(N=C12)(N)NCC(F)(F)F)=O)C=1C=CC2=C(N(C(=N2)CCN2CCOCC2)C)C1